CC1=C(SC(=C1C)C(NCCNC([C@H](C(C)C)NC([C@H](C(C)C)N)=O)=O)=O)NC(C(CC)C1=CC=C(C=C1)F)=O Methyl-5-((2-((S)-2-((S)-2-amino-3-methylbutanamido)-3-methylbutanamido)ethyl)carbamoyl)-2-(2-(4-fluorophenyl)butanamido)-4-methylthiophene